CO[Si](CCCC#N)(OC)OC 4-Trimethoxysilylbutanenitrile